4-((1-(4-(2-(2-Aminopyridin-3-yl)-5-(4-methyl-5-oxo-1,4-diazepan-1-yl)-3H-imidazo[4,5-b]pyridin-3-yl)benzyl)piperidin-4-yl)amino)pyrimidine-2-carbonitrile NC1=NC=CC=C1C1=NC=2C(=NC(=CC2)N2CCN(C(CC2)=O)C)N1C1=CC=C(CN2CCC(CC2)NC2=NC(=NC=C2)C#N)C=C1